2,6-dimethyl-heptanal CC(C=O)CCCC(C)C